6-[4-amino-5-(trifluoromethyl)pyrimidin-2-yl]-7-fluoro-2-[(4S)-4-[[6-oxo-5-(trifluoromethyl)-1H-pyridazin-4-yl]amino]pentyl]isoquinolin NC1=NC(=NC=C1C(F)(F)F)C=1C=C2C=CN(CC2=CC1F)CCC[C@H](C)NC=1C=NNC(C1C(F)(F)F)=O